FC1=C(C=C(C(=C1)F)C1=NC=NC2=CC(=CC=C12)N1CCOCC1)C(O)C1=C(C=C(C=C1)OC)F [2,4-Difluoro-5-(7-morpholin-4-yl-quinazolin-4-yl)-phenyl]-(2-fluoro-4-methoxy-phenyl)methanol